2-{[Tris(hydroxymethyl)methyl]amino}ethanesulfonic acid OCC(CO)(CO)NCCS(=O)(=O)O